FC=1C=C(C2=C(C(=C(O2)C(C(F)(F)F)NC(=O)NC=2C=NC(=NC2)N2[C@H]([C@@H](C2)O)C)C)C1)F 1-(1-(5,7-difluoro-3-methylbenzofuran-2-yl)-2,2,2-trifluoroethyl)-3-(2-((2S,3R)-3-hydroxy-2-methylazetidin-1-yl)pyrimidin-5-yl)urea